chromium (III) sulfamate S(N)([O-])(=O)=O.[Cr+3].S(N)([O-])(=O)=O.S(N)([O-])(=O)=O